C(C1=CC=CC=C1)C=1NC(=NN1)C(=O)NC1C(N(C=2N(CC1)C1=C(N2)C=CC=C1)C)=O 5-benzyl-N-(1-methyl-2-oxo-2,3,4,5-tetrahydro-1H-benzo[4,5]imidazo[1,2-a][1,3]diazepin-3-yl)-4H-1,2,4-triazole-3-carboxamide